C(C1=CC=CC=C1)[C@H]1[C@@H](CNC1)C(=O)NC1=CC(=CC=C1)C=1C=NC=CC1 |r| (±)-trans-4-benzyl-N-[3-(pyrid-3-yl)phenyl]Pyrrolidine-3-carboxamide